OC1OC2=C(NC1=O)C=CC=C2 2-hydroxy-2H-1,4-benzoxazine-3(4H)-one